C(C)(C)(C)N[Ti](C)(C)C1C(=C(C(=C1C)C)C)C tertiary butylaminotetramethyl-cyclopentadienyl-dimethyl-titanium